1-((2-aminothiazol-5-yl)methyl)-N-(4-fluorophenyl)piperidine-4-carboxamide NC=1SC(=CN1)CN1CCC(CC1)C(=O)NC1=CC=C(C=C1)F